C1C=COC1=O FURANONE